BrC1=CC=C2C(=CC(=NC2=C1Cl)C)NC(C)C1=C(C(=CC=C1)C(F)F)F 7-bromo-8-chloro-4-((1-(3-(difluoromethyl)-2-fluorophenyl)ethyl)amino)-2-methylquinoline